FC1=CC=C(C=C1)C[C@H]1NC[C@@H]([C@H]1N(C(O)=O)CC[C@H]1NCCC1)O.C(CC#C)C1NCOC1 4-(but-3-yn-1-yl)oxazolidine (2R,3S,4S)-2-[(4-fluorophenyl)methyl]-4-hydroxypyrrolidin-3-yl-N-{2-[(2S)-pyrrolidin-2-yl]ethyl}carbamate